N-(7-fluoro-2-methyl-2H-indazol-5-yl)-4-(pyrrolidin-3-yl)-2,3-dihydro-1H-pyrrolo[2,3-b]pyridine-1-carboxamide hydrochloride Cl.FC1=CC(=CC2=CN(N=C12)C)NC(=O)N1CCC=2C1=NC=CC2C2CNCC2